CS(=O)(=N)C=1C=C(C=CC1)C1=NN2C(=NC=3C=CC=CC3C2=N1)NC=1C(N=CC=CC1)=O (3R)-3-({2-[3-(S-methylsulfonimidoyl)phenyl][1,2,4]triazolo[1,5-c]quinazolin-5-yl}amino)azepin-2-one